CC1=C(C=2C(=NC=C(C2)C2=CC=CC(=N2)N2C(NCCC2)=O)N1)C(F)(F)F 1-(6-(2-methyl-3-(trifluoromethyl)-1H-pyrrolo[2,3-b]pyridin-5-yl)pyridin-2-yl)tetrahydropyrimidin-2(1H)-one